N1CCC(CC1)CN([C@H]1CC=2C=CC=C(C2CC1)O)CCC (R)-6-((piperidin-4-ylmethyl)(propyl)amino)-5,6,7,8-tetrahydronaphthalene-1-ol